4-(9-methyl-2-(5-phenyl-1,2,4-oxadiazol-3-yl)-8-(tetrahydro-2H-pyran-4-yl)-9H-purin-6-yl)morpholine CN1C2=NC(=NC(=C2N=C1C1CCOCC1)N1CCOCC1)C1=NOC(=N1)C1=CC=CC=C1